(2S,3R)-2-(1,6-dioxo-2,7-diazaspiro[3.5]nonan-2-yl)-3-hydroxy-N-methylbutanamide O=C1N(CC12CC(NCC2)=O)[C@H](C(=O)NC)[C@@H](C)O